NCCCN(CCCN)C(C)CC N,N-di(3-aminopropyl)ethyl-ethylamine